1-(5-{[(5-Chlorothiophen-2-yl)methyl]amino}-3-{1-[2,2,2-trifluoro-1-(pyridin-2-yl)ethyl]piperidin-4-yl}-1H-pyrazol-1-yl)-2,2-dimethylpropan-1-on ClC1=CC=C(S1)CNC1=CC(=NN1C(C(C)(C)C)=O)C1CCN(CC1)C(C(F)(F)F)C1=NC=CC=C1